C(C1=CC=CC=C1)OC1=C(C(=CC(=C1C)O)O)C(=O)N1CC2=CC=CC=C2C1 (2-(benzyloxy)-4,6-dihydroxy-3-methylphenyl)(isoindolin-2-yl)methanone